3,3-Dimethylpiperidine CC1(CNCCC1)C